Tert-butyl 2-(1-(tert-butoxycarbonyl)piperidin-4-yl)-5-(7,8-dimethyl-[1,2,4]triazolo[1,5-a]pyridin-6-yl)-6-(prop-1-en-2-yl)-4H-pyrrolo[3,2-d]thiazole-4-carboxylate C(C)(C)(C)OC(=O)N1CCC(CC1)C=1SC2=C(N1)C(=C(N2C(=O)OC(C)(C)C)C=2C(=C(C=1N(C2)N=CN1)C)C)C(=C)C